NC1=NC=2C3=C(C(CC2C=N1)(C)C)C(=NN3)C(=O)NC3=CC1=C(OCO1)C=C3 8-amino-N-(1,3-benzodioxol-5-yl)-4,4-dimethyl-4,5-dihydro-1H-pyrazolo[4,3-H]quinazoline-3-carboxamide